OCC(C)(C)OC1=CC=C(C=C1)C(CCC1=C(N=C(S1)C1=CC=C(C=C1)C(F)(F)F)C(C)C)=O 1-(4-((1-hydroxy-2-methylpropan-2-yl)oxy)phenyl)-3-(4-isopropyl-2-(4-(trifluoromethyl)phenyl)thiazol-5-yl)propan-1-one